[Cl-].N[Mn+]N diaminomanganese(III) chloride